1-((1S,3R)-1-(2,6-difluoro-4-((1-(3-fluoropropyl)azetidin-3-yl)oxy)phenyl)-3-methyl-1,3,4,9-tetrahydro-2H-pyrido[3,4-b]indol-2-yl)propan-2-one FC1=C(C(=CC(=C1)OC1CN(C1)CCCF)F)[C@@H]1N([C@@H](CC2=C1NC1=CC=CC=C21)C)CC(C)=O